2-pyridyldisulfide N1=C(C=CC=C1)SSC1=NC=CC=C1